ClC1=CC(=C(S1)C1=CC=C(C(=N1)C)O[C@@H]1C[C@H](CCC1)C(=O)OC)CNC1=NC=CC(=N1)C(C)C methyl (1S,3S)-3-((6-(5-chloro-3-(((4-isopropylpyrimidin-2-yl)amino)methyl)thiophen-2-yl)-2-methylpyridin-3-yl) oxy)cyclohexane-1-carboxylate